FC1=CC=2N(C=C1)C(=CN2)C=2C=C1CCN(C(C1=C(C2)OC)=O)CC(F)(F)F 6-(7-fluoroimidazo[1,2-a]pyridin-3-yl)-8-methoxy-2-(2,2,2-trifluoroethyl)-3,4-dihydroisoquinolin-1-one